4-(3-(2,4-Dioxotetrahydropyrimidin-1(2H)-yl)imidazo[1,2-a]pyridin-7-yl)piperidine-1-carboxylic acid tert-butyl ester C(C)(C)(C)OC(=O)N1CCC(CC1)C1=CC=2N(C=C1)C(=CN2)N2C(NC(CC2)=O)=O